bis{3,4,6-trichloro-2-[(pentyloxy)carbonyl]phenyl} oxalate C(C(=O)OC1=C(C(=C(C=C1Cl)Cl)Cl)C(=O)OCCCCC)(=O)OC1=C(C(=C(C=C1Cl)Cl)Cl)C(=O)OCCCCC